((S)-2-(2-(4-chlorophenyl)-2-methylpropanamido)-3-(pyridin-2-yl)propanoyl)-D-glutamic acid ClC1=CC=C(C=C1)C(C(=O)N[C@H](C(=O)N[C@H](CCC(=O)O)C(=O)O)CC1=NC=CC=C1)(C)C